4-(3-{5-[(R)-(1,3-dimethyl-azetidin-3-yl)-hydroxy-(4-isopropyl-phenyl)-methyl]-pyridin-3-yl}-[1,2,4]Oxadiazol-5-yl)-piperidine-1-carboxylic acid ethyl ester C(C)OC(=O)N1CCC(CC1)C1=NC(=NO1)C=1C=NC=C(C1)[C@](C1=CC=C(C=C1)C(C)C)(O)C1(CN(C1)C)C